ClC1=C(C=CC=C1)C1=NC2=C(N1C)CCC(C2)C2=C(N=C1N2CCNC1)C (2-(2-chlorophenyl)-1-methyl-4,5,6,7-tetrahydro-1H-benzo[d]imidazol-5-yl)-2-methyl-5,6,7,8-tetrahydroimidazo[1,2-a]pyrazine